C(C)(=O)N(C=1SC2=C(C1C(=O)OC(C)C)CCC1(OCCO1)C2)CC2=CC=CC=C2 Isopropyl 2-[acetyl(benzyl)amino]-4,7-dihydro-5H-spiro[1-benzothiophene-6,2'-[1,3]dioxolane]-3-carboxylate